tert-Butyl (4S)-7-(3,5-dimethylisoxazol-4-yl)-4-pyridin-2-yl-4,5-dihydroimidazo[1,5,4-de][1,4]benzoxazine-2-carboxylate CC1=NOC(=C1C1=CC=C2C=3N([C@H](COC31)C3=NC=CC=C3)C(=N2)C(=O)OC(C)(C)C)C